2,4,8,10-tetrabutyl-dibenzo[d,f][1,3,2]dioxaphosphepin C(CCC)C1=CC2=C(OPOC3=C2C=C(C=C3CCCC)CCCC)C(=C1)CCCC